7-bromo-2-chloro-4-(4-fluorophenyl)-3-methylsulfonyl-quinoline-6-carbaldehyde BrC1=C(C=C2C(=C(C(=NC2=C1)Cl)S(=O)(=O)C)C1=CC=C(C=C1)F)C=O